ClC1=CC=C(N=N1)CN1N=NC(=C1)C=1C=C(C=NC1)N(C)C 5-(1-((6-chloropyridazin-3-yl)methyl)-1H-1,2,3-triazol-4-yl)-N,N-dimethylpyridin-3-amine